N-cyclopropyl-1H-tetrazole C1(CC1)N1N=NN=C1